FC(C=1N=C(OC1C(=O)N1[C@@H](C2=C(CC1)NC=N2)C=2OC1=C(N2)C=C(C=C1)F)C=1C=NC=CC1)F (S)-(4-(difluoromethyl)-2-(pyridin-3-yl)oxazol-5-yl)(4-(5-fluorobenzo[d]oxazol-2-yl)-6,7-dihydro-1H-imidazo[4,5-c]pyridin-5(4H)-yl)methanone